C(C(=C)C)(=O)OCC[N+](CC1=CC=CC=C1)(C)C methacryloyl-oxyethyl-dimethylbenzyl-ammonium